N-((1-isopropyl-2,3-dihydro-1H-pyrrolo[2,3-b]pyridin-5-yl)methyl)-1-methyl-2-oxo-2,3-dihydro-1H-benzimidazole-5-carboxamide C(C)(C)N1CCC=2C1=NC=C(C2)CNC(=O)C2=CC1=C(N(C(N1)=O)C)C=C2